ClC=1C=C(C=CC1C1CC1)C=1C=C2CCC(C2=CC1)N1C[C@H](CC1)C(=O)OC methyl (3S)-1-(5-(3-chloro-4-cyclopropylphenyl)-2,3-dihydro-1H-inden-1-yl)-pyrrolidine-3-carboxylate